ClC=1C=C(OCC(=O)N)C=C(C1CC=1C=C(C(=CC1)O)C1=CC(=C(C=C1)F)Cl)Cl 2-(3,5-dichloro-4-((3'-chloro-4'-fluoro-6-hydroxy-[1,1'-biphenyl]-3-yl)methyl)phenoxy)acetamide